NN1C(CCCC1)=O aminopiperidinone